1,3,5-tris(3-mercaptobutyryloxyethyl)-1,3,5-triazine-2,4,6(1H,2H,5H)-trione SC(CC(=O)OCCN1C(N(C(N(C1=O)CCOC(CC(C)S)=O)=O)CCOC(CC(C)S)=O)=O)C